IC1=NNC2=C1CN(CC2)C(=O)OC(C)(C)C tert-butyl 3-iodo-1H,4H,6H,7H-pyrazolo[4,3-c]pyridine-5-carboxylate